COC1(CC(CN(C2(CCN(CC2)C([C@@H]2N(CCC2)C)=O)COC(C(C(C(C1)C)=O)(C)C)=O)C)C)C 11-methoxy-7,9,11,13,15,15-hexamethyl-3-(methyl-D-prolyl)-17-oxa-3,7-diazaspiro[5.12]octadecane-14,16-dione